(4-amino-3-methoxyphenyl)(2,7-diazaspiro[4.4]non-2-yl)methanone Ethyl(5-(3-(4-(3-(dimethylamino)prop-1-yn-1-yl)-2-fluorophenoxy)propyl)-2-(methylamino)thiazol-4-yl)(methyl)phosphinate C(C)OP(=O)(C)C=1N=C(SC1CCCOC1=C(C=C(C=C1)C#CCN(C)C)F)NC.NC1=C(C=C(C=C1)C(=O)N1CC2(CC1)CNCC2)OC